COC(=O)C1=CC(=C(O[C@@H]2CN(CC2)C(=O)OC(C)(C)C)C=C1)[C@@H]1CC[C@H](CC1)C(F)(F)F trans-tert-butyl (S)-3-(4-(methoxycarbonyl)-2-(4-(trifluoromethyl)cyclohexyl)phenoxy)pyrrolidine-1-carboxylate